(S)-2-(2-methyl-pyridin-4-yl)morpholine CC1=NC=CC(=C1)[C@H]1CNCCO1